CC(P([O-])(=O)[O-])C Dimethylmethan-phosphonat